O=C1NC(CCC1N1C(C2=CC=CC(=C2C1=O)NCC(N1CCN(CC1)C1=CC=C(C=C1)NC1=NC=CC=N1)=O)=O)=O 2-(2,6-Dioxopiperidin-3-yl)-4-((2-oxo-2-(4-(4-(pyrimidin-2-ylamino)phenyl)piperazin-1-yl)ethyl)amino)isoindoline-1,3-dione